C1N(CCC2=CC=CC=C12)C[C@H](CN1C(C2=CC=C(C=C2CC1)N1CCC(CC1)C(=O)N(C)C)=O)O 1-[2-[(2R)-3-(3,4-Dihydro-1H-isochinolin-2-yl)-2-hydroxy-propyl]-1-oxo-3,4-dihydroisochinolin-6-yl]-N,N-dimethyl-piperidin-4-carboxamid